6-chloro-3-cyclopropyl-1H-pyrrolo[3,2-c]pyridine ClC1=CC2=C(C=N1)C(=CN2)C2CC2